N-(2-cyclohexyl-4-(4-(trifluoromethyl)phenethyl)phenyl)heptanamide C1(CCCCC1)C1=C(C=CC(=C1)CCC1=CC=C(C=C1)C(F)(F)F)NC(CCCCCC)=O